OC=1C=C(C(=O)OC)C=CC1N1C=CC=C1 Methyl 3-hydroxy-4-(1H-pyrrol-1-yl)benzoate